FC=1C(=C2C(=NC1)N(C(=C2)I)S(=O)(=O)C2=CC=C(C=C2)C)C2CCN(CC2)C(=O)OC(C)(C)C tert-butyl 4-[5-fluoro-2-iodo-1-(4-methylbenzenesulfonyl) pyrrolo[2,3-b]pyridin-4-yl]piperidine-1-carboxylate